5-(3-(2-fluoroethyl)-2-methyl-3H-imidazo[4,5-b]pyridin-5-yl)-N-(2,2,2-trifluoroethyl)pyrrolo[2,1-f][1,2,4]triazin-2-amine FCCN1C(=NC=2C1=NC(=CC2)C=2C=CN1N=C(N=CC12)NCC(F)(F)F)C